(D)-2-aminobutanol L(+)-tartrate salt C(=O)(O)[C@H](O)[C@@H](O)C(=O)O.N[C@@H](CO)CC